1-oxa-8-azaspiro[4.5]Decane-8-carboxylic acid tert-butyl ester C(C)(C)(C)OC(=O)N1CCC2(CCCO2)CC1